N-(n-butyl)-aminopropyltrimethoxysilane C(CCC)NCCC[Si](OC)(OC)OC